(2-((6-(trifluoromethyl)quinolin-2-yl)oxy)ethyl)carbamic acid tert-butyl ester C(C)(C)(C)OC(NCCOC1=NC2=CC=C(C=C2C=C1)C(F)(F)F)=O